(2S,4r)-1-[(2S)-2-(4-cyclopropyl-triazol-1-yl)-3,3-dimethyl-butyryl]-4-hydroxy-N-[(5-phenylthiazol-2-yl)methyl]pyrrolidine-2-carboxamide C1(CC1)C=1N=NN(C1)[C@H](C(=O)N1[C@@H](C[C@H](C1)O)C(=O)NCC=1SC(=CN1)C1=CC=CC=C1)C(C)(C)C